OCC1CC(C2=CC=CC=C12)NC(=O)C1CC2(C1)CC(C2)NC(=O)NCC2=CC=C(C=C2)OC N-(3-(hydroxymethyl)-2,3-dihydro-1H-inden-1-yl)-6-(3-(4-methoxybenzyl)ureido)spiro[3.3]heptane-2-carboxamide